(+/-)-3-(2-(1H-pyrazol-1-yl)ethyl)-2-((2R,6S)-1-methyl-6-(3-methylpyridin-2-yl)piperidin-2-yl)pyridine N1(N=CC=C1)CCC=1C(=NC=CC1)[C@@H]1N([C@@H](CCC1)C1=NC=CC=C1C)C |r|